[Br-].C(CCCCCCCCCCC)[N+](C)(C)C lauryl-trimethylammonium bromide